FC(C(=O)O)(F)F.NC1=NN2C(N=CC=C2)=C1C(=O)NC(C)C=1C=C(C=2N(C1N1CC(CCC1)(C(F)(F)F)O)C=NC2)Cl 2-Amino-N-(1-{8-chloro-5-[3-hydroxy-3-(trifluoromethyl)piperidin-1-yl]-imidazo[1,5-a]pyridin-6-yl}ethyl)-pyrazolo[1,5-a]pyrimidine-3-carboxamide trifluoroacetate